CN(CCCN1N=CC(=C1)NC1=NC=C(C(=N1)NC=1C=C(C=CC1F)NC(C=C)=O)C1=CC=C(C=C1)C(F)(F)F)C N-(3-((2-((1-(3-(dimethylamino)propyl)-1H-pyrazol-4-yl)amino)-5-(4-(trifluoromethyl)phenyl)pyrimidin-4-yl)amino)-4-fluorophenyl)acrylamide